2-(2-chloropyridin-3-yl)-1-(7-fluoro-5-(2-((tetrahydro-2H-pyran-4-yl)amino)pyrimidin-4-yl)indolin-1-yl)ethan-1-one ClC1=NC=CC=C1CC(=O)N1CCC2=CC(=CC(=C12)F)C1=NC(=NC=C1)NC1CCOCC1